ClC1=C(C(=C(C=C1OC)OC)Cl)C=1C(N(C2=CC(=NC=C2C1)C=1C=NN(C1)C)[C@H]1COCC1)=O (R)-3-(2,6-dichloro-3,5-dimethoxyphenyl)-7-(1-methyl-1H-pyrazol-4-yl)-1-(tetrahydrofuran-3-yl)-1,6-naphthyridin-2(1H)-one